FC1=C(C2=C(C(=C(C(=C2C(=C1F)F)F)F)F)F)S(=O)(=O)[O-].[Ag+] silver(I) perfluoronaphthalenesulfonate